(1-(Aminomethyl)cyclopropyl)methanol ethyl-(E)-3-(5-methylisothiazol-3-yl)acrylate methyl-8-(2-(dimethylamino)-3-((8-(2-(6-methoxy-6-oxohexyl)cyclopropyl)octyl)oxy)propoxy)octanoate CC(C(=O)O)CCCCCCOCC(COCCCCCCCCC1C(C1)CCCCCC(=O)OC)N(C)C.C(C)/C(/C(=O)O)=C\C1=NSC(=C1)C.NCC1(CC1)CO